(S)-benzyl(1-amino-1-oxopropan-2-yl)carbamate C(C1=CC=CC=C1)OC(N[C@H](C(=O)N)C)=O